NC1=NN(C2=CC(=CC(=C12)C1=CC=C(C=C1)N)C=1CCN(CC1)C(C(C)C)=O)C 1-(4-(3-amino-4-(4-aminophenyl)-1-methyl-1H-indazol-6-yl)-3,6-dihydropyridin-1(2H)-yl)-2-methylpropan-1-one